N[C@@H](C)C(=O)OCCCC(C(C)=O)O 4-hydroxy-5-oxohexyl alaninate